2-fluoro-4-iodo-5-methoxy-pyridine FC1=NC=C(C(=C1)I)OC